(S)-2-amino-3-methyl-N-(4-(3-(pyridin-4-yl)phenyl)thiazol-2-yl)butanamide N[C@H](C(=O)NC=1SC=C(N1)C1=CC(=CC=C1)C1=CC=NC=C1)C(C)C